4-(1,5-dichloro-4-methylpyrido[3,4-d]pyridazin-7-yl)thiomorpholine 1,1-dioxide ClC1=C2C(=C(N=N1)C)C(=NC(=C2)N2CCS(CC2)(=O)=O)Cl